C1(=CC=C(C=C1)P(OC1=C(C=C(C=C1)C(C)(C)C)C(C)(C)C)([O-])[O-])C1=CC=C(C=C1)P([O-])([O-])[O-] (2,4-di-t-butylphenyl) [1,1-biphenyl]-4,4'-diylbis-phosphite